COCCN1C[C@H]([C@@H](C1)C1=CC=CC=C1)NC(=O)NC1=CC(=NN1C1=CC=CC=C1)C(F)(F)F ((3S,4R)-1-(2-methoxyethyl)-4-phenylpyrrolidin-3-yl)-3-(1-phenyl-3-(trifluoromethyl)-1H-pyrazol-5-yl)urea